2-{[3-(dimethylcarbamoyl)propyl]({[(9H-fluoren-9-yl)methoxy]carbonyl})amino}acetic acid CN(C(=O)CCCN(CC(=O)O)C(=O)OCC1C2=CC=CC=C2C=2C=CC=CC12)C